8-(1-(1-ethylcyclopentyloxy)ethoxycarbonyl)-tetracyclo[4.4.0.12,5.17,10]-3-dodecene C(C)C1(CCCC1)OC(C)OC(=O)C1C2C3C4C=CC(C3C(C1)C2)C4